BrC=1C(=C2C(C(C=3C=CC=C(C1)C32)=N)=O)Br dibromoacenaphthenequinone imide